CN(C)OP(=O)(ON(C)C)OC1=CC=C(C[C@H](N)C(=O)O)C=C1 O-(bis-dimethylamino-phosphono)-tyrosine